C(C)(C)(C)OC(=O)N1C[C@H](OCC1)C=1OC(=NN1)[C@@]12CN(C[C@]2(C1)C(F)(F)F)C1=C2C=CC=NC2=C(C=C1)C#N tert-butyl-(S)-2-(5-((1S,5R)-3-(8-cyanoquinolin-5-yl)-5-(trifluoromethyl)-3-azabicyclo[3.1.0]hexan-1-yl)-1,3,4-oxadiazol-2-yl)morpholine-4-carboxylate